C1(=CC=CC=C1)C=1C(=C(C=CC1)C(=O)C1=C(C(=CC=C1)C1=CC=CC=C1)CCSCCCCCCCCCCCC)CCSCCCCCCCCCCCC phenyl-β-n-dodecylthioethylphenyl ketone